3-Carbamoyl-1-D-ribofuranosylpyridinium hydroxide [OH-].C(N)(=O)C=1C=[N+](C=CC1)C1[C@H](O)[C@H](O)[C@H](O1)CO